[4'-[2-{3-(9H-carbazol-9-yl)phenyl}-9H-carbazol-9-yl]biphenyl-3-yl]-3,5-diphenyl-1,3,5-triazine C1=CC=CC=2C3=CC=CC=C3N(C12)C=1C=C(C=CC1)C1=CC=2N(C3=CC=CC=C3C2C=C1)C1=CC=C(C=C1)C1=CC(=CC=C1)C1N=CN(CN1C1=CC=CC=C1)C1=CC=CC=C1